4-amino-1-((2R,3S,4R,5R)-4-((tert-butyldimethylsilyl)oxy)-5-(((tert-butyldimethylsilyl)oxy)methyl)-5-(chloromethyl-d2)-3-fluorotetrahydrofuran-2-yl)-5-fluoropyrimidin-2(1H)-one NC1=NC(N(C=C1F)[C@@H]1O[C@]([C@H]([C@@H]1F)O[Si](C)(C)C(C)(C)C)(C([2H])([2H])Cl)CO[Si](C)(C)C(C)(C)C)=O